FC(CCOC)(F)C1(CCC(CC1)=NO)O 4-(1,1-difluoro-3-methoxypropyl)-4-hydroxycyclohexan-1-one oxime